2-[1-(3-bromo-5-chlorophenyl)pyrazol-4-yl]propanoic acid BrC=1C=C(C=C(C1)Cl)N1N=CC(=C1)C(C(=O)O)C